(((((1R,2S,5R)-7-oxo-2-(piperidin-4-ylcarbamoyl)-1,6-diazabicyclo[3.2.1]oct-6-yl) oxy) sulfonyl) oxy) propionate C(CC)(=O)OOS(=O)(=O)ON1[C@@H]2CC[C@H](N(C1=O)C2)C(NC2CCNCC2)=O